CC(CCCCCCCCCC)S β-dodecyl mercaptan